(2S)-1-[2-[4-[methyl-(8-methoxy-3-quinolyl)amino]-1-piperidyl]acetyl]pyrrolidine-2-carbonitrile CN(C1CCN(CC1)CC(=O)N1[C@@H](CCC1)C#N)C=1C=NC2=C(C=CC=C2C1)OC